7-chloro-4-[2-[3-(6-fluoro-[1,2,4]triazolo[4,3-a]pyridin-7-yl)propyl]-2-azaspiro[3.3]heptane-6-carbonyl]-2-methyl-isoindolin-1-one ClC=1C=CC(=C2CN(C(C12)=O)C)C(=O)C1CC2(CN(C2)CCCC2=CC=3N(C=C2F)C=NN3)C1